P([O-])([O-])[O-].[NH4+].[NH4+].[NH4+] ammonium phosphite salt